2,2-dimethyl-4-(trimethoxysilyl)1-butylamine CC(CN)(CC[Si](OC)(OC)OC)C